2,2-dimethyloct-7-enoic acid 1,3-dioxoisoindolin-2-yl ester O=C1N(C(C2=CC=CC=C12)=O)OC(C(CCCCC=C)(C)C)=O